menthol glyoxalate C(C=O)(=O)OC1CC(CCC1C(C)C)C